BrC1=C(CN2N=C(N=N2)C)C=C(C=C1)C(F)(F)F 2-(2-bromo-5-(trifluoromethyl)benzyl)-5-methyl-2H-tetrazole